tert-butyl (((3R,4S)-4-fluoropyrrolidin-3-yl)methyl)carbamate F[C@H]1[C@H](CNC1)CNC(OC(C)(C)C)=O